bis(2-(2-chloroacetamido)ethyl)acetamide ClCC(=O)NCCC(C(=O)N)CCNC(CCl)=O